C(C1=CC=CC=C1)OCC1(CC1)S(=O)(=O)C1CC(C1)O[Si](C(C)C)(C(C)C)C(C)C ((1r,3r)-3-((1-((Benzyloxy)methyl)cyclopropyl)sulfonyl)cyclobutoxy)triisopropylsilane